C1=CC2=C(C=CN2C=C1)N aminoindolizine